sodium strontium barium calcium [Ca].[Ba].[Sr].[Na]